CN1C(=NN=C1)C1=C(C=NC=C1)C=1C=C(C=CC1)N1C(C2=CC=CC(=C2C1)C(F)(F)F)=O 2-(3-(4-(4-methyl-4H-1,2,4-triazol-3-yl)pyridin-3-yl)phenyl)-4-(trifluoromethyl)isoindolin-1-one